t-butyl (4-(5-chloro-4-((1-(4-(2-cyclopropoxyphenyl)pyridin-3-yl)cyclopropoxy)methyl)-2-methylphenyl)butyl)(ethyl)carbamate ClC=1C(=CC(=C(C1)CCCCN(C(OC(C)(C)C)=O)CC)C)COC1(CC1)C=1C=NC=CC1C1=C(C=CC=C1)OC1CC1